5-(3-aminopiperazin-1-yl)-6-hydroxy-2,3-dihydro-1,4-benzodioxine NC1CN(CCN1)C1=C(C=CC=2OCCOC21)O